1-(4-acrylamido-3-methylbenzyl)-7-methyl-5-(1H-pyrrole-2-carbonyl)-N-(m-tolyl)-4,5,6,7-tetrahydro-1H-pyrazolo[4,3-c]Pyridine-3-carboxamide C(C=C)(=O)NC1=C(C=C(CN2N=C(C=3CN(CC(C32)C)C(=O)C=3NC=CC3)C(=O)NC=3C=C(C=CC3)C)C=C1)C